(7S)-4,5,7,8-tetramethyl-2-((trans-3-(p-tolyloxy)cyclobutyl)amino)-7,8-dihydropteridin-6(5H)-one CC1=NC(=NC=2N([C@H](C(N(C12)C)=O)C)C)N[C@@H]1C[C@H](C1)OC1=CC=C(C=C1)C